C1(CCCCC1)C(=O)N1CC2=CC=CC(=C2CC1)C(CC(=O)O)C1=CC2=C(N(N=N2)C)C(=C1)OC 3-(2-Cyclohexanecarbonyl-1,2,3,4-tetrahydroisoquinolin-5-yl)-3-(7-methoxy-1-methyl-1H-benzo[d][1,2,3]triazol-5-yl)propionic acid